(3R)-1,1,3-trimethyl-2,3-dihydroinden CC1(C[C@H](C2=CC=CC=C12)C)C